C1(CC1)NC(C1=C(C=CC=C1)SC1=CC=C2C(=NNC2=C1)\C=C\C1=NC=CC(=C1)CN1CCCC1)=O N-cyclopropyl-2-({3-[(E)-2-{4-[(pyrrolidin-1-yl)methyl]pyridine-2-yl}vinyl]-1H-indazol-6-yl}thio)benzamide